BrC1(C(C1)(C)C1=CC=C(C=C1)OC)F 1-(2-bromo-2-fluoro-1-methylcyclopropyl)-4-methoxybenzene